Br.Br.C1(CNCCC2=C1C=CC=C2)N 2,3,4,5-tetrahydro-1H-benzo[d]azepin-1-amine dihydrobromide